tert-butyl (S)-3-((5-acetyl-4,5,6,7-tetrahydrothiazolo[5,4-c]pyridin-2-yl)carbamoyl)pyrrolidine-1-carboxylate C(C)(=O)N1CC2=C(CC1)N=C(S2)NC(=O)[C@@H]2CN(CC2)C(=O)OC(C)(C)C